CC1(CCC(O1)C1(CCC(O1)C(C)(C)O)C)C=C 2-[5-(tetrahydro-5-methyl-5-vinyl-2-furanyl)-tetrahydro-5-methyl-2-furanyl]-2-propanol